[(1R)-5-(5-ethyl-1,2,4-oxadiazol-3-yl)-2,3-dihydro-1H-inden-1-yl]-1H-pyrazole-4-carboxamide C(C)C1=NC(=NO1)C=1C=C2CC[C@H](C2=CC1)N1N=CC(=C1)C(=O)N